NCCCNCCCCNCCCNC(OC(C)(C)C)=O tert-butyl [3-({4-[(3-aminopropyl)amino]butyl}amino)propyl]carbamate